1-(Piperidin-4-yl)-1H-imidazo[4,5-b]pyridin-2(3H)-one dihydrochloride Cl.Cl.N1CCC(CC1)N1C(NC2=NC=CC=C21)=O